COC1=CC=C(C=C1)S(=O)(=O)N1N=C2C(=C1)CN(C2)C(=O)OC(C)(C)C tert-butyl 2-(4-methoxybenzenesulfonyl)-4H,6H-pyrrolo[3,4-c]pyrazole-5-carboxylate